CC1=CC=C(OC(=O)CC2C3C4C5C=CC(C4C(C2)C3)C5)C=C1 8-(4-methylphenoxycarbonylmethyl)-tetracyclo[4.4.0.12,5.17,10]-3-dodecene